5-(7-fluoro-2-methyl-2H-indazol-5-yl)pyridin-3-ol FC1=CC(=CC2=CN(N=C12)C)C=1C=C(C=NC1)O